3,5-dichloro-4-[(2-oxo-3,4-dihydro-1H-quinolin-6-yl)oxy]Benzene ClC=1C=CC=C(C1OC=1C=C2CCC(NC2=CC1)=O)Cl